(R)-2-amino-3-(1H-indazol-3-yl)propanoic acid N[C@@H](C(=O)O)CC1=NNC2=CC=CC=C12